ethylenediamin C(CN)N